The molecule is an arylmercury compound consisting of benzylpenicillenic acid conjugated via its mercapto group to 4-carboxyphenylmercury. It is a monocarboxylic acid, an arylmercury compound and a benzylpenicillenic acid. CC(C)([C@@H](C(=O)O)N=CC1=C(OC(=N1)CC2=CC=CC=C2)O)S[Hg]C3=CC=C(C=C3)C(=O)O